C1(CCC1)NC1=NC(=NC=C1C(F)(F)F)NC1=CC=2[C@]3(CC[C@@H](C2C=C1)N3)C(CNC(C)=O)=O N-[2-[(1R,8S)-4-[[4-(cyclobutylamino)-5-(trifluoromethyl)pyrimidin-2-yl]amino]-11-azatricyclo[6.2.1.02,7]undeca-2(7),3,5-trien-1-yl]-2-oxoethyl]acetamide